3,8-diAzabicyclo[3.2.1]octane-8-carboxylate C12CNCC(CC1)N2C(=O)[O-]